(2-hydroxyethoxy)2-methylpropiophenone OCCOC(C(=O)C1=CC=CC=C1)(C)C